5-(((3,4-dichlorobenzyl)oxy)methyl)-1H-indol ClC=1C=C(COCC=2C=C3C=CNC3=CC2)C=CC1Cl